4-(6-(4-(2-amino-2-cyclobutylacetamido)thiophen-2-yl)pyrazin-2-yl)-2-methoxy-N-methyl-N-(1-methylpiperidin-4-yl)benzamide NC(C(=O)NC=1C=C(SC1)C1=CN=CC(=N1)C1=CC(=C(C(=O)N(C2CCN(CC2)C)C)C=C1)OC)C1CCC1